C1(C=2C(C(N1[C@H]1C[C@H](CCC1)O)=O)=CC=CC2)=O cis-3-Phthalimidocyclohexanol